(2S,5R,13aS)-N-(2-cyclopropoxy-4-fluorobenzyl)-8-hydroxy-7,9-dioxo-2,3,4,5,7,9,13,13a-octahydro-2,5-methanopyrido[1',2':4,5]pyrazino[2,1-b][1,3]oxazepine-10-carboxamide C1(CC1)OC1=C(CNC(=O)C=2C(C(=C3N(C[C@@H]4O[C@H]5CC[C@@H](N4C3=O)C5)C2)O)=O)C=CC(=C1)F